N-methylthio-N6-(cis-hydroxyisopentenyl)adenosine CSN(C=1C=2N=CN([C@H]3[C@H](O)[C@H](O)[C@@H](CO)O3)C2N=CN1)C(CC(=C)C)O